2-Amino-4-(butylamino)-6-((5-methoxy-1,2,3,4-tetrahydroisoquinolin-7-yl)methyl)pyrimidine 3,3-difluorocyclobutyl-(3-(3,3-difluorocyclobutyl)-4-methyl-1-phenyl-1H-pyrazol-5-yl)carbamate FC1(CC(C1)N(C(O)=O)C1=C(C(=NN1C1=CC=CC=C1)C1CC(C1)(F)F)C)F.NC1=NC(=CC(=N1)NCCCC)CC1=CC(=C2CCNCC2=C1)OC